(3aR,5R,6aS)-2-((S)-2-(6-fluoro-5-hydroxypyridin-2-yl)-2-hydroxyethyl)-5-phenoxyhexahydrocyclopenta[c]pyrrol-3a(1H)-ol FC1=C(C=CC(=N1)[C@H](CN1C[C@H]2[C@@](C1)(C[C@@H](C2)OC2=CC=CC=C2)O)O)O